(1R,5S)-3-(7-(3-amino-2-cyano-4-fluoro-5-methylphenyl)-2,6,8-trifluoroquinazolin-4-yl)-3,8-diazabicyclo[3.2.1]octane-8-carboxylic acid tert-butyl ester C(C)(C)(C)OC(=O)N1[C@H]2CN(C[C@@H]1CC2)C2=NC(=NC1=C(C(=C(C=C21)F)C2=C(C(=C(C(=C2)C)F)N)C#N)F)F